Cl.C12(CC(C1)C2)N bicyclo[1.1.1]-Pentane-1-amine hydrochloride